methyl 4-(acetoxymethyl)-3-bromo-5-(trifluoromethyl)benzoate C(C)(=O)OCC1=C(C=C(C(=O)OC)C=C1C(F)(F)F)Br